[O-]S(=O)(=O)C(F)(F)F.C(CCCCCCCCCCC)[N+]1(CCCC1)CCC 1-dodecyl-1-propylpyrrolidinium triflate